N-(2,6-dimethylphenyl)-4-(methylamino)-2-((4-(4-methylpiperazin-1-yl)phenyl)amino)pyrimidine-5-carboxamide CC1=C(C(=CC=C1)C)NC(=O)C=1C(=NC(=NC1)NC1=CC=C(C=C1)N1CCN(CC1)C)NC